2-hydroxy-6-propan-2-ylcyclohepta-2,4,6-trien-1-one OC=1C(C=C(C=CC1)C(C)C)=O